CN1N=CN=C1C1CNC2=CC=CC=3C(NN=C1C32)=O 12-(2-methyl-1,2,4-triazol-3-yl)-2,3,10-triazatricyclo[7.3.1.05,13]trideca-1,5(13),6,8-tetraen-4-one